C1(CC1)C1=C(C(=NO1)C1=NN(C2=NC=NC(=C21)N)C(C)C)C=2N=NN(C2)C2CCNCC2 3-[5-cyclopropyl-4-[1-(4-piperidyl)triazol-4-yl]isoxazol-3-yl]-1-isopropyl-pyrazolo[3,4-d]pyrimidin-4-amine